[Cl-].C1(CCCCC1)N1C=[N+](C=C1)C1CCCCC1 1,3-dicyclohexyl-imidazolium chloride